C(CC)N1NC=CC=C1 N-propylpyridazine